6-(2-(3-Chloro-4-fluorophenyl)pyridin-3-yl)benzo[d]isoxazol-3-amine ClC=1C=C(C=CC1F)C1=NC=CC=C1C1=CC2=C(C(=NO2)N)C=C1